COC=1C(=C2C=CN(C2=C(C1)C)C(=O)OC(C)(C)C)CN1[C@@H](C2(C1)CCC2)C2=CC=C(C=C2)C(=O)OC |r| (±)-tert-butyl 5-methoxy-4-((1-(4-(methoxycarbonyl)phenyl)-2-azaspiro[3.3]heptan-2-yl)methyl)-7-methyl-1H-indole-1-carboxylate